N-((2,6-dihydroxy-5'-methyl-4-pentyl-2'-(prop-1-en-2-yl)-[1,1'-biphenyl]-3-yl)sulfonyl)nicotinamide OC1=C(C(=CC(=C1S(=O)(=O)NC(C1=CN=CC=C1)=O)CCCCC)O)C1=C(C=CC(=C1)C)C(=C)C